C(C)C(C(=O)O)=C.C(C=C)(=O)O acrylic acid-(ethyl acrylate)